C(CCCCCCC)C(C(=O)OC[C@@H]1C[C@@H](CC(C1)N(C)CCCCO[Si](C)(C)C(C)(C)C)COC(C(CCCCCCCC)CCCCCCCC)=O)CCCCCCCC |o1:13,15| (rel-(1R,3S,5s)-5-((4-((tert-butyldimethylsilyl)oxy)butyl)(methyl)amino)-cyclohexane-1,3-diyl)bis(methylene) bis(2-octyldecanoate)